Methyl 3α,7α,12α-trimethoxymethyloxy-6α-ethyl-23(S)-hydroxy-5β-cholan-24-oate COCO[C@H]1C[C@H]2[C@H]([C@H]([C@H]3[C@@H]4CC[C@H]([C@@H](C[C@@H](C(=O)OC)O)C)[C@]4([C@H](C[C@@H]3[C@]2(CC1)C)OCOC)C)OCOC)CC